2-chloro-5-fluoro-4-(methoxymethoxy)pyrimidine ClC1=NC=C(C(=N1)OCOC)F